(3-aminophenyl)(3-nitrophenyl)methanol methyl-6,7-dimethoxy-4-ethyl-beta-carboline-3-carboxylate CC1=NC(=C(C=2C3=CC(=C(C=C3NC12)OC)OC)CC)C(=O)OC(C1=CC(=CC=C1)[N+](=O)[O-])C1=CC(=CC=C1)N